5-(oxetan-3-ylmethylsulfanyl)furan-2-carboxamide O1CC(C1)CSC1=CC=C(O1)C(=O)N